benzyl ((6-cyclohexylpyridin-3-yl)methyl)(1-oxo-2-((2-(trimethylsilyl)ethoxy)methyl)-1,2-dihydrophthalazin-6-yl)carbamate C1(CCCCC1)C1=CC=C(C=N1)CN(C(OCC1=CC=CC=C1)=O)C=1C=C2C=NN(C(C2=CC1)=O)COCC[Si](C)(C)C